FC1=C(C(=O)N([C@H]2CNCCC2)C2=NC=CC3=CC=CC(=C23)C)C=CC(=C1)C#CC(C)(C)O (R)-2-fluoro-4-(3-hydroxy-3-methylbut-1-yn-1-yl)-N-(8-methylisoquinolin-1-yl)-N-(piperidin-3-yl)benzamide